(3R,7S)-2-(3,4-Dichlorobenzoyl)-N,3-dimethyl-9-((S*)-1-(6-methylpyridazin-3-yl)ethyl)-10-oxo-1,2,3,4,7,8,9,10-octahydropyrido[4',3':3,4]pyrazolo[1,5-a]pyrazine-7-carboxamide ClC=1C=C(C(=O)N2CC=3C(=NN4C3C(N(C[C@H]4C(=O)NC)[C@@H](C)C=4N=NC(=CC4)C)=O)C[C@H]2C)C=CC1Cl |o1:21|